bis(2,3-difluorophenyl) disulfide FC1=C(C=CC=C1F)SSC1=C(C(=CC=C1)F)F